F[C@H]\1[C@]2(C[C@@H](C[C@@](C/C1=C/C=1N=CC(=NC1)C1=C(C=C(C=C1)N1C=NC=C1)O)(N2)C)C)C 2-(5-((Z)-((1R,2R,5S,7R)-2-fluoro-1,5,7-trimethyl-9-azabicyclo[3.3.1]nonan-3-ylidene)methyl)pyrazin-2-yl)-5-(1H-imidazol-1-yl)phenol